[C@H]12OC[C@](CC1)(C2)C=2N=C1N(C=C(C(=C1)OC(C)C)C(=O)NC1=NC(=CC=C1)C(F)F)C2 2-((1S,4R)-2-oxabicyclo[2.2.1]hept-4-yl)-N-(6-(difluoromethyl)pyridin-2-yl)-7-isopropoxyimidazo[1,2-a]pyridine-6-carboxamide